4-{[(2-{4-[2-(2-aminopyridin-3-yl)-5-phenylimidazo[4,5-b]pyridin-3-yl]phenyl}ethyl)(methyl)amino]methyl}-2-hydroxybenzaldehyde NC1=NC=CC=C1C1=NC=2C(=NC(=CC2)C2=CC=CC=C2)N1C1=CC=C(C=C1)CCN(C)CC1=CC(=C(C=O)C=C1)O